2'-((butane-1,4-diylbis(azanediyl))bis(propane-3,1-diyl))bis(isoindoline-1,3-dione) C(CCCNCCCN1C(C2=CC=CC=C2C1=O)=O)NCCCN1C(C2=CC=CC=C2C1=O)=O